(Z)-2-(5-(azepan-4-ylidenemethyl)pyrazin-2-yl)-5-(1H-imidazol-1-yl)phenol N1CC\C(\CCC1)=C/C=1N=CC(=NC1)C1=C(C=C(C=C1)N1C=NC=C1)O